chromaL-lactic acid [Cr]([C@@H](O)C)(=O)O